(S)-1-((R)-8-(4'-(aminomethyl)-4-isopropoxybiphenyl-3-ylsulfonyl)-1-oxa-8-azaspiro[4.5]decan-3-ylamino)-3-(3-(cyclopropylsulfonyl)phenoxy)propan-2-ol NCC1=CC=C(C=C1)C1=CC(=C(C=C1)OC(C)C)S(=O)(=O)N1CCC2(C[C@H](CO2)NC[C@@H](COC2=CC(=CC=C2)S(=O)(=O)C2CC2)O)CC1